BrC1=CC(=NC=N1)OC1=C(C(=CC=C1)F)C1=NOC(=C1)C(F)(F)F 3-[2-(6-bromopyrimidin-4-yl)oxy-6-fluoro-phenyl]-5-(trifluoromethyl)isoxazole